tert-butyl 3-(5-(3-((cyclopropylmethylamino)(pyridin-3-yl)methyl)phenylcarbamoyl)-3-(trifluoromethyl)-1H-pyrazol-1-yl)benzylcarbamate C1(CC1)CNC(C=1C=C(C=CC1)NC(=O)C1=CC(=NN1C=1C=C(CNC(OC(C)(C)C)=O)C=CC1)C(F)(F)F)C=1C=NC=CC1